S1C=NC=C1C=1C=C2C(=C(N1)C(=O)O)NN=C2 5-(thiazol-5-yl)-1H-pyrazolo[3,4-c]pyridine-7-carboxylic acid